2-(4-chloro-2-fluorophenyl)-2-methyl-4-acetoxy-5-amino-3(2H)-furanone ClC1=CC(=C(C=C1)C1(OC(=C(C1=O)OC(C)=O)N)C)F